C1(CC1)C=1C(=CC(N2C(=C(SC12)C=1OC=CC1)C(=O)O)=O)CC1=CC=CC2=CC=CC=C12 5-Cyclopropyl-8-(2-furyl)-4-[(1-naphthyl)methyl]-2-oxo-7-thia-1-azabicyclo[4.3.0]nona-3,5,8-triene-9-carboxylic acid